N1=C(NC2=C1C=CC=C2)C=CC2=CC=C(C=C2)C=CC=2NC1=C(N2)C=CC=C1 1,4-bis(2-(2-benzimidazolyl)vinyl)benzene